C(C)(C)(C)OC(NC=1N=C(N(C1SCC)C)C1=CC=C(C=C1)C(F)(F)F)=O {5-(ethylsulfanyl)-1-methyl-2-[4-(trifluoromethyl)phenyl]-1H-imidazol-4-yl}carbamic acid tert-butyl ester